BrC=1C=C(C(=NC1)OCC(=O)N(C)C)C(F)F 2-((5-bromo-3-(difluoromethyl)pyridin-2-yl)oxy)-N,N-dimethylacetamide